FC(CN1N=C(C(=C1)C=C1CC2(CN(C2)C(=O)OC(C)(C)C)C1)C(Cl)(Cl)Cl)(F)F Tert-Butyl 6-[[1-(2,2,2-trifluoroethyl)-3-(trichloromethyl)pyrazol-4-yl]methylene]-2-azaspiro[3.3]heptane-2-carboxylate